CN1C=NC(=C1)C(=O)NC(CCC(C(=O)N)=O)C(=O)N 5-(1-methyl-1H-imidazol-4-carboxamido)-2-oxohexandiamid